FC=1C=CC2=C(C=CS2)C1 5-fluoro-benzothiophene